The molecule is a monoterpenoid indole alkaloid with formula C19H24N2. It is isolated from the flowering plant genus, Tabernaemontana and exhibits anti-addictive properties. It has a role as an EC 3.1.1.7 (acetylcholinesterase) inhibitor, a plant metabolite and a oneirogen. It is an indole alkaloid fundamental parent, an organic heteropentacyclic compound, a monoterpenoid indole alkaloid and a tertiary amino compound. It is a conjugate base of an ibogamine(1+). CC[C@H]1C[C@@H]2C[C@@H]3[C@H]1N(C2)CCC4=C3NC5=CC=CC=C45